CN1CCCCC1=O 1-Methyl-6-oxopiperidine